(+/-)-cis-1-(2-methyl-5-(4-((5-methylpyridin-3-yl)amino)-6-(pyridin-3-yl)pyrimidin-2-yl)piperidin-1-yl)ethan-1-one C[C@@H]1N(C[C@@H](CC1)C1=NC(=CC(=N1)NC=1C=NC=C(C1)C)C=1C=NC=CC1)C(C)=O |r|